NCCOCCOCCOCCOCCOCCN(CC(=O)N1CCN(CC1)C(C1=C(C(=CC=C1)OC)OC)=O)C1=CC(=CC=C1)C 1-amino-20-[4-(2,3-dimethoxybenzoyl)piperazin-1-yl]-18-(3-methylphenyl)-3,6,9,12,15-pentaoxa-18-azaicosan-20-one